tert-butyl (S)-2-[2-(1-cyclopropyl-5-methyl-1H-pyrazole-4-carbonyl)-6-(3-methyl-1H-pyrrolo[2,3-b]pyridin-5-yl)-1,2,3,4-tetrahydroisoquinolin-8-yl]pyrrolidine-1-carboxylate C1(CC1)N1N=CC(=C1C)C(=O)N1CC2=C(C=C(C=C2CC1)C=1C=C2C(=NC1)NC=C2C)[C@H]2N(CCC2)C(=O)OC(C)(C)C